C(C)N1CCN(CC1)C=1C=C(C=CC1)NC1=NC=C(C(=N1)N1C=C(C2=CC(=CC=C12)OC)C(=O)N)F 1-{2-[3-(4-ethyl-piperazin-1-yl)-phenylamino]-5-fluoro-pyrimidin-4-yl}-5-methoxy-1H-indole-3-carboxylic acid amide